ClC=1OC2=C(C1)C(=CC=C2)Cl 2,4-dichloro-benzofuran